2-((1-(2-((tert-Butoxycarbonyl)amino)ethyl)-6-nitro-2-oxo-1,2-dihydroquinolin-3-yl)oxy)acetic acid C(C)(C)(C)OC(=O)NCCN1C(C(=CC2=CC(=CC=C12)[N+](=O)[O-])OCC(=O)O)=O